2-bromo-5-methoxy-1,3-benzothiazole-6-carboxylic acid methyl ester COC(=O)C1=CC2=C(N=C(S2)Br)C=C1OC